C(C=C)(=O)OC(C(O)C)=O lactoyl acrylate